C1(CC1)C=1C=C(N=NC1I)C(=O)N1[C@@H](C2=CC=CC=C2CC1)C (R)-(5-cyclopropyl-6-iodopyridazin-3-yl)(1-methyl-3,4-dihydroisoquinolin-2(1H)-yl)methanone